CC(CC(=O)NC(C(=O)O)CCN(CCCCC1=NC=2NCCCC2C=C1)CCOCC)(CC)C 2-(3,3-dimethylpentanoylamino)-4-[2-ethoxyethyl-[4-(5,6,7,8-tetrahydro-1,8-naphthyridin-2-yl)butyl]amino]butanoic acid